COC1=C(C=CC(=C1)C(F)(F)F)C=1N(C2=C(N=C(S2)N[C@H]2CN(CCC2)C)N1)C (R)-5-(2-methoxy-4-(trifluoromethyl)phenyl)-6-methyl-N-(1-methylpiperidin-3-yl)-6H-imidazo[4,5-d]thiazol-2-amine